N-Fmoc-1,3-propanediamine hydrobromide Br.C(=O)(OCC1C2=CC=CC=C2C2=CC=CC=C12)NCCCN